allyl-sodium thioglutamate N[C@@H](CCC(=O)O)C(=S)O.C(C=C)[Na]